ClC1=C(C=CC=C1)[C@]1(C(CCCC1)=O)CNC(OC(C)OC([C@H](C(C)C)NC(C(F)(F)F)=O)=O)=O 1-((S)-2-(2,2,2-trifluoroacetamido)-3-methylbutanoyloxy)ethyl (S)-1-(2-chlorophenyl)-2-oxocyclohexylmethylcarbamate